C(OCCl)(OCCCCCCC)=O chloromethyl heptyl carbonate